COC1=CC=C(C=C1)N1N=C(C2=C1C(N(CC2)C2CCN(CC2)N2C(COCC2)=O)=O)C(F)(F)F 4-(4-(1-(4-Methoxyphenyl)-7-oxo-3-(trifluoromethyl)-4,5-dihydro-1H-pyrazolo[3,4-c]pyridin-6(7H)-yl)piperidin-1-yl)morpholin-3-on